C12CNCC(N1C1=C(C3=CN(C=C3C(=C1)F)C1C(NC(CC1)=O)=O)F)C2 5-(3,6-diazabicyclo[3.1.1]heptane-6-yl)-2-(2,6-dioxopiperidin-3-yl)-4,7-difluoroisoindol